3-[[4-chloro-6-[2-(isopropoxymethyl)-6-methyl-phenyl]-5-methyl-pyrimidin-2-yl]sulfamoyl]benzoic acid ClC1=NC(=NC(=C1C)C1=C(C=CC=C1C)COC(C)C)NS(=O)(=O)C=1C=C(C(=O)O)C=CC1